2-((3-(5-chloro-2-((4-((2-(dimethylamino)ethyl)(methyl)amino)-2-methoxyphenyl)amino)pyrimidin-4-yl)-1H-indol-1-yl)methyl)-6-((4-methoxybenzyl)oxy)benzaldehyde ClC=1C(=NC(=NC1)NC1=C(C=C(C=C1)N(C)CCN(C)C)OC)C1=CN(C2=CC=CC=C12)CC1=C(C=O)C(=CC=C1)OCC1=CC=C(C=C1)OC